2-{[(4-methoxyphenyl)methoxy]methyl}propane-1,3-diol COC1=CC=C(C=C1)COCC(CO)CO